N-[4-(4,4,5,5-tetramethyl-1,3,2-dioxaborolan-2-yl)cyclohex-3-en-1-yl]acetamide CC1(OB(OC1(C)C)C1=CCC(CC1)NC(C)=O)C